tert-butyl 6-chloro-3-[[(1R)-1-(6-methyl-4-oxo-2-phenyl-chromen-8-yl)ethyl]amino]pyridine-2-carboxylate ClC1=CC=C(C(=N1)C(=O)OC(C)(C)C)N[C@H](C)C=1C=C(C=C2C(C=C(OC12)C1=CC=CC=C1)=O)C